2-(2,6-Dioxo-3-piperidyl)-4-[methyl-[3-[3-(methylamino)propoxy]cyclobutyl]amino]isoindoline-1,3-dione O=C1NC(CCC1N1C(C2=CC=CC(=C2C1=O)N(C1CC(C1)OCCCNC)C)=O)=O